2-(benzyloxymethyl)-4-oxo-pentanoic acid C(C1=CC=CC=C1)OCC(C(=O)O)CC(C)=O